2-methyl-2-(pyrimidin-2-yl)hydrazine-1-carboxylic acid tert-butyl ester C(C)(C)(C)OC(=O)NN(C1=NC=CC=N1)C